FC1=C(N(CC2=CC=C(C=C2)OC)CC2=CC=C(C=C2)OC)C=C(C(=C1C)CC(F)(F)F)B1OC(C(O1)(C)C)(C)C 2-Fluoro-N,N-bis(4-methoxybenzyl)-3-methyl-5-(4,4,5,5-tetramethyl-1,3,2-dioxaborolan-2-yl)-4-(2,2,2-trifluoroethyl)aniline